C1(CCCCC1)[C@]1(C(N(C2=C(C(CC=C12)F)F)CC)=O)C1=CC=C(C=C1)B(O)O (S)-(4-(3-cyclohexyl-1-ethyl-6,7-difluoro-2-oxo-2,3,5,6-tetrahydro-1H-indol-3-yl)phenyl)boronic acid